C(C)(C)(C)OC(=O)N1[C@@H](CN([C@H](C1)C)C=1C2=C(N=CN1)NC=C2C=O)C.C2(CC2)CCC2=NC(=NC1=CC=CC(=C21)OC2=NC=C(C=N2)C)C(F)(F)F 4-(2-cyclopropylethyl)-5-(5-methylpyrimidin-2-yl)oxy-2-(trifluoromethyl)quinazoline tert-butyl-(2R,5S)-4-(5-formyl-7H-pyrrolo[2,3-d]pyrimidin-4-yl)-2,5-dimethylpiperazine-1-carboxylate